C(C)C1=CN=C2N1C=C(C=N2)C=2C=CN1N=C(N=CC12)N[C@@H]1CC[C@@H](CC1)OCCOC 5-(3-ethylimidazo[1,2-a]pyrimidin-6-yl)-N-(cis-4-(2-methoxyethoxy)cyclohexyl)pyrrolo[2,1-f][1,2,4]triazin-2-amine